(2R,3S,4R,5R)-5-(3-((benzyloxy)methyl)-2,4-dioxo-3,4-dihydropyrimidin-1(2H)-yl)-2-((dimethoxyphosphoryl)methoxy)-4-methoxytetrahydrofuran-3-yl (2-cyanoethyl) diisopropylphosphoramidite C(C)(C)N(P(O[C@@H]1[C@H](O[C@H]([C@@H]1OC)N1C(N(C(C=C1)=O)COCC1=CC=CC=C1)=O)OCP(=O)(OC)OC)OCCC#N)C(C)C